NC=1N=CC(=NC1OC(C)C1=C(C(=CC=C1Cl)F)Cl)C1=CC=C(C=C1)C(=O)N1[C@@H](CCC1)CN1CCCC1 (4-{5-amino-6-[1-(2,6-dichloro-3-fluoro-phenyl)-ethoxy]-pyrazin-2-yl}-phenyl)-((S)-2-pyrrolidin-1-ylmethyl-pyrrolidin-1-yl)-methanone